Bis-aminotetrazole NC1(N=NN=N1)N